6-(4-bromobutoxy)benzo[d]thiazole BrCCCCOC1=CC2=C(N=CS2)C=C1